BrC=1N=C(OC1C(=O)N1[C@@H](C2=C(CC1)NC=N2)C2=NN1C(C(=CC=C1)F)=C2)C(C)(C)O (S)-(4-bromo-2-(2-hydroxypropan-2-yl)oxazol-5-yl)(4-(4-fluoropyrazolo[1,5-a]pyridin-2-yl)-6,7-dihydro-1H-imidazo[4,5-c]pyridin-5(4H)-yl)methanone